C1(CC1)[C@H](C1=CC=2N(N=C1)C=C(N2)[C@H](COC(C(F)(F)F)(C)C)NC(OC(C)(C)C)=O)NC(CC2CC(C2)(F)F)=O tert-Butyl ((R)-1-(7-((R)-cyclopropyl(2-(3,3-difluorocyclobutyl)acetamido)methyl)imidazo[1,2-b]pyridazin-2-yl)-2-((1,1,1-trifluoro-2-methylpropan-2-yl)oxy)ethyl)carbamate